C1(=CC=CC=C1)N(C1=C2C(=C(N=N1)C1=CC=CC=C1)SC=C2)C2=CC=CC=C2 N,N,7-triphenylthieno[2,3-d]pyridazin-4-amine